FC(C=1C=C(C=C(C1)C(F)(F)F)C1=CC=NC=2N1N=C(C2C2=NC=1C(=NC=C(C1)C(F)(F)F)N2C)S(=O)(=O)CC)(F)F 2-(7-(3,5-bis(trifluoromethyl)phenyl)-2-(ethylsulfonyl)pyrazolo[1,5-a]pyrimidin-3-yl)-3-methyl-6-(trifluoromethyl)-3H-imidazo[4,5-b]pyridine